[2-chloro-3-(3-fluoro-1H-pyrazol-4-yl)phenyl]-[rac-(9aS)-3-[4-(difluoromethoxy)phenyl]-3,4,6,7,9,9a-hexahydro-1H-pyrazino[2,1-c][1,4]oxazin-8-yl]methanone ClC1=C(C=CC=C1C=1C(=NNC1)F)C(=O)N1C[C@H]2COC(CN2CC1)C1=CC=C(C=C1)OC(F)F |r|